BrC1=CNC=2N=CN=C(C21)N2CC(CC2)(O)CNCC(=O)NCCNC(=O)NC2=CC=C(C=C2)C(C)(C)C 2-{{[1-(5-bromo-7H-pyrrolo[2,3-d]pyrimidin-4-yl)-3-hydroxypyrrolidin-3-yl]methyl}amino}-N-{2-[3-(4-tert-butylphenyl)ureido]ethyl}acetamide